OC=1C=C(C=CC1)C=1CCN(CC1)C(=O)OC(C)(C)C Tert-butyl 4-(3-hydroxyphenyl)-3,6-dihydropyridine-1(2H)-carboxylate